ClC=1C(=C(C(=O)N2CC3=CC=CC(=C3C2)N(C(\C=C\CN(C)C)=O)C)C(=CC1O)O)F (E)-N-(2-(3-Chloro-2-fluoro-4,6-dihydroxybenzoyl)isoindolin-4-yl)-4-(dimethylamino)-N-methylbut-2-enamide